ClC=1C=C2C=NC(=NC2=CC1N1CCC(CC1)(C)O)NC=1C=NN(C1C)C(C#N)(C)C 2-(4-{[6-chloro-7-(4-hydroxy-4-methylpiperidin-1-yl)quinazolin-2-yl]amino}-5-methyl-1H-pyrazol-1-yl)-2-methylpropanenitrile